[N+](=O)([O-])C1=CC=CC2=C1C(OC(=N2)C2=CC=CC=C2)=O nitrophenyl-3,1-benzoxazin-4-one